7-((3-methyl-4-((1-methyl-1H-benzimidazol-5-yl)oxy)phenyl)amino)pyrazolo[1,5-a]pyrimidine-6-carboxylic acid CC=1C=C(C=CC1OC1=CC2=C(N(C=N2)C)C=C1)NC1=C(C=NC=2N1N=CC2)C(=O)O